ethyl 5-((1s,4s)-4-methoxycyclohexyl)-4-((E)-phenyldiazenyl)-1H-pyrazole-3-carboxylate COC1CCC(CC1)C1=C(C(=NN1)C(=O)OCC)\N=N\C1=CC=CC=C1